C(#N)C1=CC=C(C=C1)NC(=O)C=1C=CC(=NC1)C=1N=NN(C1NC(O[C@H](C)C=1C(=NC=C(C1)F)Cl)=O)C (R)-1-(2-chloro-5-fluoropyridin-3-yl)ethyl (4-(5-((4-cyanophenyl)-carbamoyl)pyridin-2-yl)-1-methyl-1H-1,2,3-triazol-5-yl)carbamate